3,4,5-trimethoxyphenyl-urea COC=1C=C(C=C(C1OC)OC)NC(=O)N